[O-]CC.[O-]CC.[O-]CC.C(C(C)(C)C)C1(C=CC=C1)[Hf+3] (neopentyl-cyclopentadienyl)hafnium triethoxide